1-(2-(5-(p-tolyl)imidazol-2-yl)piperidin-1-yl)-2-(tritylsulfanyl)propan-1-one C1(=CC=C(C=C1)C1=CN=C(N1)C1N(CCCC1)C(C(C)SC(C1=CC=CC=C1)(C1=CC=CC=C1)C1=CC=CC=C1)=O)C